4-(4-((1R,5S)-3,8-diaza-bicyclo[3.2.1]octan-8-yl)-2-((1-((dimethylamino)meth-yl)cyclopropyl)methoxy)-8-fluoropyrido[4,3-d]pyrimidin-7-yl)naphthalen-2-ol [C@H]12CNC[C@H](CC1)N2C=2C1=C(N=C(N2)OCC2(CC2)CN(C)C)C(=C(N=C1)C1=CC(=CC2=CC=CC=C12)O)F